FC(C1=NN=C(O1)C=1C=CC(=NC1)N1C2CN(C(C1)C2)C(=O)OC(C)(C)C)F tert-butyl 5-(5-(5-(difluoromethyl)-1,3,4-oxadiazol-2-yl)pyridin-2-yl)-2,5-diazabicyclo[2.2.1]heptane-2-carboxylate